4-(cyclopropyl-(4-(5,6,7,8-tetrahydro-1,8-naphthyridin-2-yl)butyl)amino)-2-(quinazolin-4-ylamino)butyric acid C1(CC1)N(CCC(C(=O)O)NC1=NC=NC2=CC=CC=C12)CCCCC1=NC=2NCCCC2C=C1